tris(3,4'-di-t-butylphenyl) phosphate P(=O)(OC1=CC(=C(C=C1)C(C)(C)C)C(C)(C)C)(OC1=CC(=C(C=C1)C(C)(C)C)C(C)(C)C)OC1=CC(=C(C=C1)C(C)(C)C)C(C)(C)C